C(C)(C)(C)OC(=O)N(CCC1=NC(=CC=C1[N+](=O)[O-])OC)CC1=C(C=CC=C1F)NC1=C(C(=O)OC)C=C(C(=C1)C(F)(F)F)F methyl 2-((2-(((tert-butoxycarbonyl) (2-(6-methoxy-3-nitropyridin-2-yl) ethyl)-amino) methyl)-3-fluorophenyl) amino)-5-fluoro-4-(trifluoromethyl)-benzoate